thiazolo[5,4-d]-1,2,3-thiadiazole S1N=NC2=C1N=CS2